ClC1=CC=C(C(=N1)C#N)O[C@H](C)C=1C=C(C=C2C(C(=C(OC12)C=1C(=NC=C(C1)F)F)C)=O)C 6-Chloro-3-[(1R)-1-[2-(2,5-difluoro-3-pyridyl)-3,6-dimethyl-4-oxo-chromen-8-yl]ethoxy]pyridine-2-carbonitrile